[Sn].[Ge].[Si].[C] carbon silicon germanium tin